N=1C=CN2C1CN(CC2)C=2SC(=CN2)C(=O)NC(CCCC)CC2=CNC1=CC=CC=C21 2-(6,8-dihydro-5H-imidazo[1,2-a]pyrazin-7-yl)-N-[1-(1H-indol-3-ylmethyl)pentyl]thiazole-5-carboxamide